1-(4-fluorobenzyl)-2-oxo-N-(spiro[3.3]heptan-2-yl)-6-(4,4,5,5-tetramethyl-1,3,2-dioxaborolan-2-yl)-1,2-dihydro-1,8-naphthyridine-3-carboxamide FC1=CC=C(CN2C(C(=CC3=CC(=CN=C23)B2OC(C(O2)(C)C)(C)C)C(=O)NC2CC3(C2)CCC3)=O)C=C1